N-(6-methyl-5-(1-methyl-7-(methylthio)-2-oxo-1,2-dihydropyrimido[4,5-d]pyrimidine-3(4H)-yl)pyridin-3-yl)-3-(trifluoromethyl)benzamide CC1=C(C=C(C=N1)NC(C1=CC(=CC=C1)C(F)(F)F)=O)N1C(N(C2=NC(=NC=C2C1)SC)C)=O